5-{4-[4-(5-cyclopropyl-3-methylpyridin-2-yl)piperazine-1-carbonyl]-3-fluorophenyl}-5-isopropylimidazolidine-2,4-dione C1(CC1)C=1C=C(C(=NC1)N1CCN(CC1)C(=O)C1=C(C=C(C=C1)C1(C(NC(N1)=O)=O)C(C)C)F)C